1-((3,4-di-chlorophenyl)-ethynyl)cyclopropan-1-amine ClC=1C=C(C=CC1Cl)C#CC1(CC1)N